COC1=CC(=C(C2=C1C(\C(\O2)=C/C=2SC=CC2)=O)C2CCN(CC2)C)OC (E)-4,6-dimethoxy-7-(1-methylpiperidin-4-yl)-2-(thiophen-2-ylmethylene)benzofuran-3(2H)-one